FC(OC=1C=C(C=CC1)[C@H](CCC(F)F)NC(C[C@@H](C(C)(C)C)O)=O)F (S)-N-((S)-1-(3-(Difluoromethoxy)phenyl)-4,4-difluorobutyl)-3-hydroxy-4,4-dimethylpentanamid